benzyl N-[2-(10-bromo-3-oxo-2,4-dihydro-1H-pyrazino[1,2-b]indazol-1-yl)ethyl]-N-methyl-carbamate BrC=1C2=C3N(N=C2C=CC1)CC(NC3CCN(C(OCC3=CC=CC=C3)=O)C)=O